C1(=CC=CC=C1)C1=C(C2=C(OC3=C2C=CC=C3)C=C1)C1=NN=NC(=C1C1=C(C(=CC=3C2=CC=CC=C2CC13)C)C)C1=CC=CC=C1 phenyl-[phenyl(dimethylfluorenyl)triazineyl]dibenzofuran